C1(CC1)S(=O)(=O)C[C@H](C1=CC(=C(C=C1)OC)OCC)N1C(C=2C(C1=O)=CSC2NC(C(F)(F)F)=O)=O (S)-N-(5-(2-(cyclopropylsulfonyl)-1-(3-ethoxy-4-methoxyphenyl)ethyl)-4,6-dioxo-5,6-dihydro-4H-thieno[3,4-c]pyrrol-1-yl)-2,2,2-trifluoroacetamide